C1(O)C(O)(C=CC=C1)C(=O)O 2-catecholcarboxylic acid